5-amino-4-(2-methylphenyl)-1,2-dihydro-3H-pyrazol NC1=C(CNN1)C1=C(C=CC=C1)C